Propylene glycol bis(3-mercaptovalerate) SC(CC(=O)OCC(C)OC(CC(CC)S)=O)CC